C1(=CC=CC2=CC=CC=C12)C(C)N=C=O 1-(1-Naphthyl)ethylisocyanate